2',2''-(2,2-dimethyl-2-silapropane-1,3-diylbis(oxy))bis(3',5'-dichloro-3-(3,6-di-tert-butyl-9H-carbazol-9-yl)-5-(2,4,4-trimethylpentan-2-yl)biphenyl-2-ol) hafnium [Hf].C[Si](COC1(C(=CC(=CC1N1C2=CC=C(C=C2C=2C=C(C=CC12)C(C)(C)C)C(C)(C)C)C(C)(CC(C)(C)C)C)C1=CC(=CC(=C1)Cl)Cl)O)(COC1=C(C=C(C=C1Cl)Cl)C=1C(=C(C=C(C1)C(C)(CC(C)(C)C)C)N1C2=CC=C(C=C2C=2C=C(C=CC12)C(C)(C)C)C(C)(C)C)O)C